The molecule is dianion of alpha-D-xylose 1-phosphate arising from deprotonation of both OH groups of the phosphate. It is an organophosphate oxoanion and a monosaccharide 1-phosphate(2-). It derives from an alpha-D-xylose. It is a conjugate base of an alpha-D-xylose 1-phosphate. C1[C@H]([C@@H]([C@H]([C@H](O1)OP(=O)([O-])[O-])O)O)O